FC=1C=NN(C1)C=1N=CC(=NC1)CN (5-(4-fluoro-1H-pyrazol-1-yl)pyrazin-2-yl)methylamine